methyl 2-[1-[4-cyano-2-[4-(4-fluorophenyl)piperazin-1-yl]-6-methyl-8-quinolyl]ethylamino]benzoate C(#N)C1=CC(=NC2=C(C=C(C=C12)C)C(C)NC1=C(C(=O)OC)C=CC=C1)N1CCN(CC1)C1=CC=C(C=C1)F